4-(2,5-dichlorophenyl)pyrimidine ClC1=C(C=C(C=C1)Cl)C1=NC=NC=C1